3-(2-methoxyphenyl)-5-[3-(propan-2-yl)-3H-[1,2,3]triazolo[4,5-b]pyridin-6-yl]-1,2,4-oxadiazole COC1=C(C=CC=C1)C1=NOC(=N1)C=1C=C2C(=NC1)N(N=N2)C(C)C